C(C1=CC=CC=C1)NC(C\C=C/CCCCC)=O (Z)-N-benzylnon-3-enamide